[Bi].[Ti].[Ba] barium titanium-bismuth